CC1=CC(=NN1CC(=O)N1CCC(CC1)C1CN(OC=2C(C1)CC=CC2)C(=O)NC2CCCC1=CC=CC=C21)C(F)(F)F 4-[1-[2-[5-methyl-3-(trifluoromethyl)pyrazol-1-yl]acetyl]-4-piperidinyl]-N-tetrahydronaphthalen-1-yl-tetrahydrobenzoxazepine-2-Carboxamide